ClC1=CC=C(CN2CCC(CCC2)NC2=C3C(=NC=C2C(=O)NC)NC=C3)C=C1 4-((1-(4-Chlorobenzyl)azepan-4-yl)amino)-N-methyl-1H-pyrrolo[2,3-b]pyridine-5-carboxamide